(S)-4-(2-hydroxypropoxy)phenol O[C@H](COC1=CC=C(C=C1)O)C